FC=1C=C(C=CC1C(NCCOC)=O)CC=1C2=C(C3=C(C(N(CO3)[C@H]3CCOC[C@@H]3O)=O)C1)CCO2 1,5-anhydro-2,3-dideoxy-3-[6-({3-fluoro-4-[(2-methoxyethyl)carbamoyl]-phenyl}methyl)-4-oxo-8,9-dihydro-2H-furo[2,3-h][1,3]benzoxazin-3(4H)-yl]-L-threo-pentitol